CN1[C@H]2COC[C@@H]1CC(C2)OC2=CC=C(N)C=C2 4-(((1R,5S,7r)-9-methyl-3-oxa-9-azabicyclo[3.3.1]nonan-7-yl)oxy)aniline